Cl.ClC1=C(C2=C(OC3=C2N=CN=C3NCC(C)C)N=C1C)C 8-chloro-N-isobutyl-7,9-dimethyl-pyrido[3',2':4,5]furo[3,2-d]pyrimidin-4-amine hydrochloride